CC1(N(CCC1)C1=NC2=C(C=C(C=C2C(N1C)=O)C)C(C)NC1=C(C(=O)O)C=CC=C1)C 2-((1-(2-(2,2-dimethylpyrrolidin-1-yl)-3,6-dimethyl-4-oxo-3,4-dihydroquinazolin-8-yl)ethyl)amino)benzoic acid